trimethoxysilylpropyl-bis(diethylamino)methylethyl sulfide CO[Si](OC)(OC)CCCC(C)(C(N(CC)CC)N(CC)CC)SC(C)(CCC[Si](OC)(OC)OC)C(N(CC)CC)N(CC)CC